2,6-bis[1-(2-chloro-4,6-dimethylphenylimino)ethyl]pyridine iron (II) [Fe+2].ClC1=C(C(=CC(=C1)C)C)N=C(C)C1=NC(=CC=C1)C(C)=NC1=C(C=C(C=C1C)C)Cl